5-(azetidin-1-yl)-7-(7-fluoro-3-(methoxymethoxy)-8-((triisopropylsilyl)ethynyl)naphthalen-1-yl)-2-(methylsulfinyl)pyrido[4,3-d]pyrimidine N1(CCC1)C1=NC(=CC=2N=C(N=CC21)S(=O)C)C2=CC(=CC1=CC=C(C(=C21)C#C[Si](C(C)C)(C(C)C)C(C)C)F)OCOC